ClC1=NC(=NC(=N1)C1=CC=CC=C1)C1=CC=CC=2C3(C4=CC=CC=C4C12)CCCCC3 2-chloro-4-phenyl-6-(spiro[cyclohexane-1,9'-fluoren]-4'-yl)-1,3,5-triazine